2-Ethylhexyl 3-[2-methoxy-4-[(4-methylpiperazin-1-yl)methyl]-6-nitro-phenyl]sulfanylpropanoate COC1=C(C(=CC(=C1)CN1CCN(CC1)C)[N+](=O)[O-])SCCC(=O)OCC(CCCC)CC